Benzyl (2R)-2-hydroxy-3-[6-(morpholin-4-yl)pyridin-3-yl]propanoate O[C@@H](C(=O)OCC1=CC=CC=C1)CC=1C=NC(=CC1)N1CCOCC1